CSC1=NC=C2C(=N1)NNC2=O 6-(methylthio)-1,2-dihydro-3H-pyrazolo[3,4-d]pyrimidin-3-one